N1CC(CC1)CC=1C=CC2=C(C(=NO2)N2C(NC(CC2)=O)=O)C1 1-(5-(pyrrolidin-3-ylmethyl)benzo[d]isoxazol-3-yl)dihydropyrimidine-2,4(1H,3H)-dione